tert-Butyl 1-(4-bromophenyl)-4,6-dihydropyrrolo[3,4-c]pyrazole-5(1H)-carboxylate BrC1=CC=C(C=C1)N1N=CC2=C1CN(C2)C(=O)OC(C)(C)C